6-phenoxy-3,4-dihydronaphthalen-1(2H)-one O(C1=CC=CC=C1)C=1C=C2CCCC(C2=CC1)=O